4-[6-bromo-4-(difluoromethyl)-2-methylindazol-3-yl]-2-(difluoromethoxy)-N-[(1R,2S)-2-fluorocyclopropyl]-6-methoxybenzamide BrC=1C=C(C2=C(N(N=C2C1)C)C1=CC(=C(C(=O)N[C@H]2[C@H](C2)F)C(=C1)OC)OC(F)F)C(F)F